3-(trifluoromethyl)-5,6,6a,7,9,10-hexahydro-8H-pyrazino[1,2-a][1,8]naphthyridin FC(C1=CC=2CCC3N(C2N=C1)CCNC3)(F)F